O=C1NC(CCC1N1C(=NC2=CC=CC(=C2C1=O)NCC1=CC=C(CN2CC(C2)C2=CC=C(C#N)C=C2)C=C1)C)=O 4-(1-(4-(((3-(2,6-dioxopiperidin-3-yl)-2-methyl-4-oxo-3,4-dihydroquinazolin-5-yl)amino)methyl)benzyl)azetidin-3-yl)benzonitrile